3-(5-phenyl-3-(4-(piperazin-1-ylmethyl)phenyl)-3H-imidazo[4,5-b]pyridin-2-yl)pyridin-2-amine C1(=CC=CC=C1)C1=CC=C2C(=N1)N(C(=N2)C=2C(=NC=CC2)N)C2=CC=C(C=C2)CN2CCNCC2